COS(=O)(=O)[O-].C(CCCCCCCCCCCCCCCCC)(=O)OCC[N+](C)(CCO)CCOC(CCCCCCCCCCCCCCCCC)=O N,N-bis(stearoyloxy-ethyl)N-(2-hydroxyethyl)N-methyl-ammonium methylsulfate